CC=1C(=NC=CC1)C=1SC=2C=NC(=CC2N1)NC1=NC(=CC=C1)N1[C@@H]2CN([C@H](C1)C2)C(C)C N-[2-(3-Methylpyridin-2-yl)-[1,3]thiazolo[5,4-c]pyridin-6-yl]-6-[(1S,4S)-5-(propan-2-yl)-2,5-diazabicyclo[2.2.1]heptan-2-yl]pyridin-2-amine